6-(4-(4-(tert-butyl)benzyl)piperazin-1-yl)-1-chloroisoquinoline hydrochloride Cl.C(C)(C)(C)C1=CC=C(CN2CCN(CC2)C=2C=C3C=CN=C(C3=CC2)Cl)C=C1